(1',2',3',4'-tetrahydroxybutyl)-thiazolidine-4(R)-carboxylic acid OC(C(C(CO)O)O)C1SC[C@H](N1)C(=O)O